C(N)(OC1[C@H](N(CCC1)C=1C2=C(N=C(N1)OC[C@]13CCCN3C[C@@H](C1)F)C(=C(N=C2)C2=CC(=CC1=CC=CC=C21)O)F)C(C)(C)C)=O tert-butyl-((R)-1-(8-fluoro-2-(((2R,7as)-2-fluorohexahydro-1H-pyrrolizin-7a-yl) methoxy)-7-(3-hydroxynaphthalen-1-yl) pyrido[4,3-d]pyrimidin-4-yl) piperidin-3-yl) carbamate